tert-butyl (S)-2-(4-(5-(trifluoromethyl)-1H-pyrazol-4-yl)indoline-1-carbonyl)pyrrolidine-1-carboxylate FC(C1=C(C=NN1)C1=C2CCN(C2=CC=C1)C(=O)[C@H]1N(CCC1)C(=O)OC(C)(C)C)(F)F